NC1=C(C=C(C=C1)P(C)(C)=O)C1=CC=NN1C1OCCCC1 (4-amino-3-(1-(tetrahydro-2H-pyran-2-yl)-1H-pyrazol-5-yl)phenyl)dimethylphosphine oxide